C(\C=C/C(=O)OCC(CCCC)CC)(=O)OCC(CCCC)CC bis(2-ethylhexyl) maleate